C(C)(=O)N1N=C(C2=C(C(=CC(=C12)Br)NC(C1=CC(=CC(=C1)C(F)(F)F)F)=O)OC1=C(C=CC(=C1)F)Cl)N N-(1-Acetyl-3-amino-7-bromo-4-(2-chloro-5-fluorophenoxy)-1H-indazol-5-yl)-3-fluoro-5-(trifluoromethyl)benzamide